FC1=C(C=C(C=C1)NC(=O)C1=C(C2=C(S1)C=C(C=C2)C(F)(F)F)NC(C2=C(C=CC(=C2)C2C(C2)CO)OC)=O)C(F)(F)F N-(4-fluoro-3-(trifluoromethyl)phenyl)-3-(5-(2-(hydroxymethyl)cyclopropyl)-2-methoxybenzamido)-6-(trifluoromethyl)benzo[b]thiophene-2-carboxamide